1-[(1-Methyl-1H-pyrazol-4-yl)[(3R)-1-methylpiperidin-3-yl]sulfamoyl]-3-{2-methyl-4H,5H,6H-cyclopenta[b]thiophen-3-yl}urea CN1N=CC(=C1)N(S(=O)(=O)NC(=O)NC=1C2=C(SC1C)CCC2)[C@H]2CN(CCC2)C